(1-methyl-3-(trifluoromethyl)-1H-pyrazol-4-yl)boronic acid CN1N=C(C(=C1)B(O)O)C(F)(F)F